n-butanoyl-gamma-glutamylcysteinylglycine C(CCC)(=O)N[C@@H](CCC(=O)N[C@@H](CS)C(=O)NCC(=O)O)C(=O)O